FC1=C(C(=C(C=C1OC)OC)F)N(CCNC(C)C)C=1C=C2N=C(C=NC2=CC1)C=1C=NN(C1)C N'-(2,6-Difluoro-3,5-dimethoxyphenyl)-N'-[3-(1-methylpyrazol-4-yl)quinoxalin-6-yl]-N-propan-2-ylethane-1,2-diamine